C(C)(C)(C)OC(=O)N(C1=CC=2N(C=C1)N=CC2C2=CC(=CC(=N2)N2C[C@@H](N([C@@H](C2)C)C(=O)OC(C)(C)C)C)Cl)C tert-butyl (2S,6R)-4-(6-(5-((tert-butoxycarbonyl)(methyl)amino)pyrazolo[1,5-a]pyridin-3-yl)-4-chloropyridin-2-yl)-2,6-dimethyl-piperazine-1-carboxylate